C1(CCCCC1)C1=CC=C(C=C1)NC=1C2=C(N=C(N1)C1=CC(=NC=C1)C#N)C(N(C2)C(C)C)=O 4-(4-((4-cyclohexylphenyl)amino)-6-isopropyl-7-oxo-6,7-dihydro-5H-pyrrolo[3,4-d]pyrimidin-2-yl)picolinonitrile